FC1(CCC2=C1N=C(N=C2N2C[C@@H]1C([C@@H]1C2)CC(=O)O)N2[C@H](CCCC2)C)F ((1R,5S,6R)-3-(7,7-difluoro-2-((S)-2-methylpiperidin-1-yl)-6,7-dihydro-5H-cyclopenta[d]pyrimidin-4-yl)-3-azabicyclo[3.1.0]hex-6-yl)acetic acid